7-(1-chloroethyl)-3-ethyl-1H-1,5-naphthyridine ClC(C)C1=CN=C2C=C(CNC2=C1)CC